(1-(2-ethyl-5-formyl-4-methylbenzoyl)piperidin-4-yl)benzonitrile C(C)C1=C(C(=O)N2CCC(CC2)C2=C(C#N)C=CC=C2)C=C(C(=C1)C)C=O